NCC(CN1N=CN(C1=O)CC=1SC2=C(C1)C=CC(=C2)C2=CC=C(C=C2)S(=O)(=O)C)=C(F)F 2-[2-(aminomethyl)-3,3-difluoro-allyl]-4-[1-[6-(4-methylsulfonylphenyl)benzothiophen-2-yl]methyl]-1,2,4-triazol-3-one